BrC=1C=C(C=C2C(N(C(S2)=NN=C2C(NC3=CC=C(C=C23)F)=O)C2=CC(=CC=C2)C(C)C)=O)C=CC1 3-(2-(5-(3-bromobenzylidene)-3-(3-isopropylphenyl)-4-oxothiazolidine-2-ylidene)hydrazono)-5-fluoroindol-2-one